COC(C1=C(C=C(C=C1)F)OC=1C=C2C(=NC1CCCCO)N(C=C2)C(C2=CC=CC=C2)=O)=O 2-((1-benzoyl-6-(4-hydroxybutyl)-1H-pyrrolo[2,3-b]pyridin-5-yl)oxy)-4-fluorobenzoic acid methyl ester